C(C(C)C)N1C=C(C2=CC(=CC=C12)C=1NC=CC(N1)=O)C#N 1-isobutyl-5-(4-oxo-1,4-dihydropyrimidin-2-yl)-1H-indole-3-carbonitrile